5-fluoro-4-(5-fluoro-6-isopropoxypyridin-3-yl)-N-(1-(propylsulfonyl)piperidin-4-yl)pyrimidin-2-amine FC=1C(=NC(=NC1)NC1CCN(CC1)S(=O)(=O)CCC)C=1C=NC(=C(C1)F)OC(C)C